S1C(=NC2=C1C=CC=C2)C(C)N2C[C@@H](N(C[C@H]2CC)C=2C=1C(N(C(C2)=O)C)=CNN1)CC 7-((2S,5R)-4-(1-(benzo[d]thiazol-2-yl)ethyl)-2,5-diethylpiperazin-1-yl)-4-methyl-2,4-dihydro-5H-pyrazolo[4,3-b]pyridin-5-one